N1=C(C=CC2=CC=CC=C12)C(=O)[O-].[Cu+2].N1=C(C=CC2=CC=CC=C12)C(=O)[O-] copper (quinolinate)